3-benzyl-1-(trans-4-((4-(((3-tert-butyl-1H-pyrazol-5-yl)-methyl)amino)-5-cyanopyrimidin-2-yl)amino)cyclohexyl)-1-(5-(1-methyl-1H-pyrazol-4-yl)-pyridin-2-yl)urea C(C1=CC=CC=C1)NC(N(C1=NC=C(C=C1)C=1C=NN(C1)C)[C@@H]1CC[C@H](CC1)NC1=NC=C(C(=N1)NCC1=CC(=NN1)C(C)(C)C)C#N)=O